8-(1-Benzyl-1H-pyrazol-4-yl)-2-[2-(4-methoxy-phenyl)-ethylamino]-1-propyl-1,7-dihydro-purin-6-one C(C1=CC=CC=C1)N1N=CC(=C1)C1=NC=2N=C(N(C(C2N1)=O)CCC)NCCC1=CC=C(C=C1)OC